1-[(R)-1-(2-Cyano-6-fluoro-phenyl)-pyrrolidin-3-yl]-2-oxo-3-(2-trifluoromethyl-benzyl)-2,3-dihydro-1H-benzoimidazole-4-carboxylic acid (2-methoxy-ethyl)-amide COCCNC(=O)C1=CC=CC=2N(C(N(C21)CC2=C(C=CC=C2)C(F)(F)F)=O)[C@H]2CN(CC2)C2=C(C=CC=C2F)C#N